2-[(2S)-4-[7-(8-chloro-1-naphthyl)-2-[[(2S)-pyrrolidin-2-yl]methoxy]-6,8-dihydro-5H-pyrido[3,4-d]pyrimidin-yl]-1-prop-2-enoyl-piperazin-2-yl]acetonitrile ClC=1C=CC=C2C=CC=C(C12)N1CC=2N=C(N=C(C2CC1)N1C[C@@H](N(CC1)C(C=C)=O)CC#N)OC[C@H]1NCCC1